COC(=O)CC1=CN(C(=O)NC1=O)[C@H]2[C@@H]([C@@H]([C@H](O2)COP(=O)(O)O)O)O The molecule is a uridine 5'-phosphate that is the 5-(2-methoxy-2-oxoethyl) derivative of uridine 5'-monophosphate. It is a uridine 5'-phosphate and a methyl ester. It derives from a uridine 5'-monophosphate.